ClC=1C(=C(C=CC1)NC(=O)NC1=CC(=CC=C1)OC)CO 1-(3-chloro-2-hydroxymethylphenyl)-3-(3-methoxyphenyl)urea